C(C)(C)OC(=O)C1=CN=CN1 Imidazole-5-carboxylic acid isopropyl ester